O=C1CCC(CCC1)NC(OC(C)(C)C)=O tert-butyl N-(4-oxocycloheptyl)carbamate